CS(=O)(=O)OCC1[C@H]2CN(C[C@@H]12)C(=O)OCC1=CC=CC=C1 Benzyl (1R,5S,6R)-6-(((methylsulfonyl)oxy)methyl)-3-azabicyclo[3.1.0]hexan-3-carboxylate